3-fluoro-2-[4-[[(1s,3s)-3-hydroxycyclohexyl]amino]pyrido[3,4-d]pyridazin-1-yl]phenol FC=1C(=C(C=CC1)O)C1=C2C(=C(N=N1)N[C@@H]1C[C@H](CCC1)O)C=NC=C2